2-(4-{[(4-methoxyphenyl)amino]methyl}phenyl)-N-[1-(oxan-4-yl)piperidin-4-yl]-1-(2,2,2-trifluoroethyl)-1H-indol-4-amine COC1=CC=C(C=C1)NCC1=CC=C(C=C1)C=1N(C=2C=CC=C(C2C1)NC1CCN(CC1)C1CCOCC1)CC(F)(F)F